(1-(7-(((3S,6S,10aS)-5-oxo-3-((R)-6-phenyl-4-azaspiro[2.4]heptane-4-carbonyl)decahydropyrrolo[1,2-a]azocin-6-yl)carbamoyl)naphthalen-2-yl)ethyl)phosphonic acid O=C1[C@H](CCCC[C@@H]2N1[C@@H](CC2)C(=O)N2C1(CC1)C[C@@H](C2)C2=CC=CC=C2)NC(=O)C2=CC=C1C=CC(=CC1=C2)C(C)P(O)(O)=O